BrC1=C(N(N=C1)C)C=1C=C(C=CC1OC)NC(=O)NC1=CC(=CC=C1)OC 1-[3-(4-Bromo-2-methyl-2H-pyrazol-3-yl)-4-methoxyphenyl]-3-(3-methoxy-phenyl)-urea